CC1=C(C=CC=N1)C(C)C 6-methyl-5-(propan-2-yl)pyridin